2-(2-((2-(((2-amino-3-methylbutanoyl)oxy)methyl)-7-(3-(((tert-butoxycarbonyl)amino)methyl)phenyl)benzofuran-5-yl)methoxy)phenyl)acetic acid NC(C(=O)OCC=1OC2=C(C1)C=C(C=C2C2=CC(=CC=C2)CNC(=O)OC(C)(C)C)COC2=C(C=CC=C2)CC(=O)O)C(C)C